C(=O)(O)CC1(CCNCC1)C(=O)O 4-(carboxymethyl)piperidine-4-carboxylic acid